ethyl (Z)-3-((3,3-dibutyl-7-(dimethylamino)-1,1-dioxido-5-phenyl-2,3,4,5-tetrahydro-1,5-benzothiazepin-8-yl)oxy)acrylate C(CCC)C1(CS(C2=C(N(C1)C1=CC=CC=C1)C=C(C(=C2)O\C=C/C(=O)OCC)N(C)C)(=O)=O)CCCC